2-[2-[2-[2-[2-[2-[2-[2-[2-(2-hydroxyethoxy)ethoxy]ethoxy] ethoxy]ethoxy]ethoxy]ethoxyethoxy]ethoxy]ethoxy]propanoate OCCOCCOCCOCCOCCOCCOCCOCCOCCOCCOC(C(=O)[O-])C